tert-butyl ((1s,4s)-4-(2-(6-hydroxy-2,7-dimethyl-2H-indazol-5-yl)-5-oxopyrido[4,3-d]pyrimidin-6(5H)-yl)cyclohexyl)carbamate OC=1C(=CC2=CN(N=C2C1C)C)C=1N=CC2=C(N1)C=CN(C2=O)C2CCC(CC2)NC(OC(C)(C)C)=O